FC1=C(C=C(C=C1C(F)(F)F)N1N=CC2=CC(=CC=C12)N1C(CN(CC1)S(=O)(=O)C)C)O 2-Fluoro-5-(5-(2-methyl-4-(methylsulfonyl)piperazin-1-yl)-1H-indazol-1-yl)-3-(trifluoromethyl)phenol